FC(OC1=C(C=C(C=C1)N1N=C(C(C1=O)C(=O)OC1=CC=C(C=C1)[N+](=O)[O-])C)C=1OC(=NN1)C)F 4-nitrophenyl 1-(4-(difluoromethoxy)-3-(5-methyl-1,3,4-oxadiazol-2-yl) phenyl)-3-methyl-5-oxo-4,5-dihydro-1H-pyrazole-4-carboxylate